7-methoxy-2,5-dihydro-1H-pyridazino[4,5-b]indol-1-one COC=1C=CC=2C3=C(NC2C1)C=NNC3=O